2-hydroxy-1-(pyridin-3-yloxy)propan OC(COC=1C=NC=CC1)C